C[C@H]1N(CCOC1)C=1C=C(C=2N(N1)C(=NC2C)C2=CC=NN2)C=2C=NC(=CC2)C (R)-3-methyl-4-(5-methyl-4-(6-methylpyridin-3-yl)-7-(1H-pyrazol-5-yl)imidazo[1,5-b]pyridazin-2-yl)morpholine